CC=1C=CC=C(C1)S(=O)(=O)ON=C1C(SCC1)=C(C#N)C1=C(C=CC=C1)C 5-methylphenylsulfonyloxyimino-5H-thiophene-2-ylidene-(2-methylphenyl)acetonitrile